Cl.ClC(C)N 1-Chloroethylamine hydrochloride